4,5,6,7-tetrahydrothiazolo[5,4-c]Pyridine N1=CSC=2CNCCC21